C(C=C)(=O)OCC(C(C(=O)N1[C@@H](CCCC1)C(=O)O[C@H](CCCN1CCNCC1)C=1C=C(C=CC1)NC(CCC(=O)O)=O)=O)(C)C 4-(3-((R)-1-((S)-1-(4-(acryloyloxy)-3,3-dimethyl-2-oxobutanoyl)piperidine-2-carbonyloxy)-4-(piperazin-1-yl)butyl)phenylamino)-4-oxobutanoic acid